OC1=CC=C2CN(C(C2=C1)=O)C 6-hydroxy-2-methyl-2,3-dihydro-1H-isoindol-1-one